sodium imidazole dithioformate propanesulfonate C(CC)S(=O)(=O)[O-].C(=S)S.N1C=NC=C1.[Na+]